NC1=NC=2C=NC(=CC2C2=C1COC2)C(=O)N(C(C)C)CC2=NC=C(C=C2)C#N 4-amino-N-((5-cyano-2-pyridinyl)methyl)-N-(2-propanyl)-1,3-dihydrofuro[3,4-c][1,7]naphthyridine-8-carboxamide